4-(3-Chloroanilino)-2'-{(2R)-3-[(2,5-dimethyl-5,6,7,8-tetrahydroquinolin-4-yl)oxy]-2-methylpropyl}-2',3'-dihydrospiro[cyclohexane-1,1'-indene]-4-carboxylic acid ClC=1C=C(NC2(CCC3(C(CC4=CC=CC=C34)C[C@H](COC3=CC(=NC=4CCCC(C34)C)C)C)CC2)C(=O)O)C=CC1